(R)-(4-(6,7-difluoro-2-oxo-3-(4-(trifluoromethoxy)phenyl)indolin-3-yl)phenyl)boronic acid FC1=CC=C2[C@](C(NC2=C1F)=O)(C1=CC=C(C=C1)OC(F)(F)F)C1=CC=C(C=C1)B(O)O